C(C)(C)(C)C1=NN=C(O1)C(=O)NC1CCCCC2=C1C=CC(=C2)C2=NC(=NC=C2)NC=2C=NN(C2)C 5-(tert-butyl)-N-(2-(2-((1-methyl-1H-pyrazol-4-yl)amino)pyrimidin-4-yl)-6,7,8,9-tetrahydro-5H-benzo[7]annulen-5-yl)-1,3,4-oxadiazole-2-carboxamide